C(CCCCC(=O)O)(=O)O.C(CCCCCCCCCCC)O dodecanol adipate